6-[(4-fluorophenyl)sulfonyl]-N-(2-hydroxyphenyl)hexanamide FC1=CC=C(C=C1)S(=O)(=O)CCCCCC(=O)NC1=C(C=CC=C1)O